tert-butyl (2S)-4-(3-(4-chloro-2-fluorophenyl)-2,3-dihydrobenzo[b][1,4]dioxin-5-yl)-2-Methylpiperazine-1-carboxylate ClC1=CC(=C(C=C1)C1OC2=C(OC1)C=CC=C2N2C[C@@H](N(CC2)C(=O)OC(C)(C)C)C)F